FC1=CC=C(C=C1)N1N=CC=2C1=CN=C(C2)\C=N\[S@](=O)C(C)(C)C (R,E)-N-((1-(4-fluorophenyl)-1H-pyrazolo[3,4-c]pyridin-5-yl)methylene)-2-methylpropane-2-sulfinamide